7-bromo-4-methyl-1,3,4,5-tetrahydro-1,5-benzodiazepine-2-one BrC1=CC2=C(NC(CC(N2)C)=O)C=C1